FC(OC1=C(C=CC=C1)C1=CC=CC=C1)(F)F trifluoromethoxy[1,1'-biphenyl]